BrC=1C2=C(C=3C(=NC(=NC3C1F)SCC)N1[C@H]3CN([C@@H](C1)C3)C(=O)OC(C)(C)C)C(OC2)CC#N tert-Butyl (1R,4R)-5-[6-bromo-9-(cyanomethyl)-3-ethylsulfanyl-5-fluoro-7,9-dihydrofuro[3,4-f]quinazolin-1-yl]-2,5-diazabicyclo[2.2.1]heptane-2-carboxylate